C(C)N1CC=C(C=C1)C(C)(C)C 1-ethyl-4-tert-butylpyridine